OC=1C=C(C2=CC=CC=C2C1)C1=CC=NC2=C(C=NC=C12)NC1CN(C1)C(C=C)=O 1-(3-((4-(3-hydroxynaphthalen-1-yl)-1,6-naphthyridin-8-yl)amino)azetidin-1-yl)prop-2-en-1-one